4-((S)-3-phenylisoxazolidin-2-yl)-N-((R)-piperidin-3-yl)-5-(trifluoromethyl)pyrimidin-2-amine C1(=CC=CC=C1)[C@H]1N(OCC1)C1=NC(=NC=C1C(F)(F)F)N[C@H]1CNCCC1